ClC1=C(N(C(C2=C(C=CC=C12)C=1C=CC(=NC1)C(=O)N)=O)C1=CC=CC=C1)[C@H](C)NC=1C2=C(N=CN1)NC=CC2=O (S)-5-(4-chloro-1-oxo-3-(1-((5-oxo-5,8-dihydropyrido[2,3-d]pyrimidin-4-yl)amino)ethyl)-2-phenyl-1,2-dihydroisoquinolin-8-yl)picolinamide